N-(cis-3-(2-methoxyethoxy)cyclobutyl)-5-(quinolin-6-yl)pyrrolo[2,1-f][1,2,4]triazin-2-amine COCCO[C@H]1C[C@H](C1)NC1=NN2C(C=N1)=C(C=C2)C=2C=C1C=CC=NC1=CC2